NC1=NC=C(C=C1OCC=1C=C(C=CC1)NC(C1=C(C=CC(=C1)C)F)=O)Cl N-(3-(((2-amino-5-chloropyridin-3-yl)oxy)methyl)phenyl)-2-fluoro-5-methyl-benzamide